COC1=CC=2N=CN=C(C2N=C1NC(=O)C1(CC1)C(F)(F)F)C1=C(N=C(S1)C)C=1C=NC=CC1 N-(7-methoxy-4-(2-methyl-4-(pyridin-3-yl)thiazol-5-yl)pyrido[3,2-d]pyrimidin-6-yl)-1-(trifluoromethyl)cyclopropane-1-carboxamide